tert-butyl 3-[4-[2-fluoro-5-(2-trimethylsilylethynyl)anilino]quinazolin-6-yl]pyrrolidine-1-carboxylate FC1=C(NC2=NC=NC3=CC=C(C=C23)C2CN(CC2)C(=O)OC(C)(C)C)C=C(C=C1)C#C[Si](C)(C)C